O[C@@H](CC=O)[C@@H](CO)O (3S,4R)-3,4,5-trihydroxyvaleraldehyde